O1C2=C(OC(C1)CCN1C[C@@H](CC1)O)C=C(C=C2)C2=CC1=C(OCC(O1)CCN1C[C@@H](CC1)O)C=C2 (3R,3'R)-1,1'-((2,2',3,3'-Tetrahydro-[6,6'-bibenzo[b][1,4]dioxine]-3,3'-diyl)bis(ethane-2,1-diyl))bis(pyrrolidin-3-ol)